C(#N)C(C(=O)[O-])=C(C1=CC=CC=C1)C1=CC=CC=C1 2-cyano-3,3-diphenylacrylate